Trans-N-[2,2-dimethyl-6-[2-(methylaminomethyl)-1,3-dioxan-5-yl]-3H-benzofuran-5-yl]pyrazolo[1,5-a]pyrimidine-3-carboxamide CC1(OC2=C(C1)C=C(C(=C2)[C@H]2CO[C@@H](OC2)CNC)NC(=O)C=2C=NN1C2N=CC=C1)C